1,1-Bis(4-cyanatophenyl)-1-phenylethane O(C#N)C1=CC=C(C=C1)C(C)(C1=CC=CC=C1)C1=CC=C(C=C1)OC#N